OC(CC(=O)O)(CCCC(CCCC(C)C)C)C 3-hydroxy-3,7,11-trimethyldodecanoic acid